(R)-4-((4-(4-fluorophenoxy)phenyl)amino)-6-isopropyl-2-(2-methylmorpholino)-5,6-dihydro-7H-pyrrolo[3,4-d]pyrimidin-7-one FC1=CC=C(OC2=CC=C(C=C2)NC=2C3=C(N=C(N2)N2C[C@H](OCC2)C)C(N(C3)C(C)C)=O)C=C1